The molecule is a beta-ketonitrile resulting from the hydrolysis and decarboxylation of the proherbicide cyflumetofen. It has a role as an acaricide and a mitochondrial respiratory-chain inhibitor. It is a member of (trifluoromethyl)benzenes, an aromatic ketone and a beta-ketonitrile. CC(C)(C)C1=CC=C(C=C1)C(C#N)C(=O)C2=CC=CC=C2C(F)(F)F